2-((5-amino-1-(hydroxymethyl)-6-methyl-1H-pyrrolo[3,2-b]pyridin-2-yl)methyl)isoindoline-1,3-dione NC1=C(C=C2C(=N1)C=C(N2CO)CN2C(C1=CC=CC=C1C2=O)=O)C